tert-butyl 3-(4-((8-(tert-butoxy)-8-oxooctyl) (methyl) amino)-1-oxoisoindolin-2-yl)-2,6-dioxopiperidine-1-carboxylate C(C)(C)(C)OC(CCCCCCCN(C1=C2CN(C(C2=CC=C1)=O)C1C(N(C(CC1)=O)C(=O)OC(C)(C)C)=O)C)=O